N1=C(C=CC=C1)OC(=O)[O-] Pyridyloxy-carboxylate